FC(OC1=CC=CC=2C(N([C@H]3C=4N([C@@H](C21)C3)C3=C(N4)C=CC(=C3)C#CC(CC)O)C([2H])([2H])[2H])=O)F (7R,14R)-1-(difluoromethoxy)-11-(3-hydroxypent-1-yn-1-yl)-6-(methyl-d3)-6,7-dihydro-7,14-methanobenzo[f]benzo[4,5]imidazo[1,2-a][1,4]diazocin-5(14H)-one